C/C(/C(=O)OCC1=CC=CC=C1)=C\CCC benzyl (E)-2-methylhex-2-enoate